{1-[4-[2-(4-hydroxyphenyl)-2-propyl]phenyl]ethylidene}bisphenol OC1=CC=C(C=C1)C(C)(C)C1=CC=C(C=C1)C(C)(C1=C(C=CC=C1)O)C1=C(C=CC=C1)O